N-(8-fluoro-2-methyl-imidazo[1,2-a]pyridin-6-yl)-2-methyl-4-piperazin-1-yl-indazole-7-carboxamide FC=1C=2N(C=C(C1)NC(=O)C1=CC=C(C3=CN(N=C13)C)N1CCNCC1)C=C(N2)C